(2S,20S)-2-amino-20-(tert-butoxycarbonyl)-41-(di-tert-butoxyphosphoryl)-8,17,22-trioxo-10,13-dioxa-7,16,21-triazahentetracontanoic acid N[C@H](C(=O)O)CCCCNC(COCCOCCNC(CC[C@H](NC(CCCCCCCCCCCCCCCCCCCP(=O)(OC(C)(C)C)OC(C)(C)C)=O)C(=O)OC(C)(C)C)=O)=O